1-(5-(2,3-dichlorophenyl)-4-methyl-6-(2H-tetrazol-5-yl)pyrimidin-2-yl)-4-methylpiperidin-4-amine ClC1=C(C=CC=C1Cl)C=1C(=NC(=NC1C=1N=NNN1)N1CCC(CC1)(N)C)C